zinc-nickel-zinc-copper [Cu].[Zn].[Ni].[Zn]